sodium (S)-3-(3-(1H-pyrrol-1-yl)phenyl)-3-(3-(1-methyl-4-oxido-2-oxo-1,2-dihydro pyridin-3-yl) ureido)propanoate N1(C=CC=C1)C=1C=C(C=CC1)[C@H](CC(=O)[O-])NC(=O)NC=1C(N(C=CC1[O-])C)=O.[Na+].[Na+]